C(C)N1C(C2=C3C(C(=CC=C13)[N+](=O)[O-])=CC=C2)=O 1-ethyl-6-nitrobenzo[cd]indol-2(1H)-one